O=C1C(OC2=CC=CC=C2C1)=O 3-ketocoumarin